tert-Butyl (2S)-2-methyl-4-[(trifluoromethanesulfonyl)oxy]-3,6-dihydropyridine-1(2H)-carboxylate C[C@@H]1N(CC=C(C1)OS(=O)(=O)C(F)(F)F)C(=O)OC(C)(C)C